2-((2-cyclopropyl-4-(4-methylpiperazin-1-yl)phenyl)amino)-4-((3-(2-oxo-1,3-oxazinan-3-yl)propyl)amino)pyrimidine-5-carbonitrile C1(CC1)C1=C(C=CC(=C1)N1CCN(CC1)C)NC1=NC=C(C(=N1)NCCCN1C(OCCC1)=O)C#N